C1(CC1)C(=O)NC=1C=C2C(=CN=C(C2=CN1)NC)C=1CC(CCC1)C(=O)OCC ethyl 3-(6-(cyclopropanecarboxamido)-1-(methylamino)-2,7-naphthyridin-4-yl)cyclohex-3-ene-1-carboxylate